1,1'-di(2,4-dinitrophenyl)-4,4'-bipyridine dichloride [Cl-].[Cl-].[N+](=O)([O-])C1=C(C=CC(=C1)[N+](=O)[O-])N1C=CC(C=C1)=C1C=CN(C=C1)C1=C(C=C(C=C1)[N+](=O)[O-])[N+](=O)[O-]